C(C)(C)(C)OC(=O)N1CCC(CC1)C1=CC2=C(N(C(N2C)=O)C2C(NC(CC2)=O)=O)C=C1 4-(1-(2,6-dioxopiperidin-3-yl)-3-methyl-2-oxo-2,3-dihydro-1H-benzo[d]imidazol-5-yl)piperidine-1-carboxylic acid tert-butyl ester